BrC=1C=C(C=C(C1F)F)S(=O)(=O)N 3-Bromo-4,5-difluorobenzenesulfonamide